2-((1S,2R)-1-(2-chlorophenyl)-1-(1H-pyrazol-1-yl)propan-2-yl)-5-hydroxy-N-(isoxazol-4-yl)-1-methyl-6-oxo-1,6-dihydropyrimidine-4-carboxamide ClC1=C(C=CC=C1)[C@H]([C@@H](C)C=1N(C(C(=C(N1)C(=O)NC=1C=NOC1)O)=O)C)N1N=CC=C1